2-[1-[1-(tert-butoxycarbonyl)pyrazol-4-yl]-1-(2-cyanophenyl)propan-2-yl]-5-methoxy-1-methyl-6-oxopyrimidine-4-carboxylate C(C)(C)(C)OC(=O)N1N=CC(=C1)C(C(C)C=1N(C(C(=C(N1)C(=O)[O-])OC)=O)C)C1=C(C=CC=C1)C#N